BrC=1C=CC(=C2CCCC12)NC(C)=O N-(7-bromo-2,3-dihydro-1H-inden-4-yl)acetamide